C(C)(=O)C1=C(C2=C(N=C(N=C2)NC2=CC=C(C=N2)C2CCN(CC2)CC2=NC=C(C=O)C=C2)N(C1=O)C1CCCC1)C 6-((4-(6-((6-acetyl-8-cyclopentyl-5-methyl-7-oxo-7,8-dihydropyrido[2,3-d]pyrimidin-2-yl)amino)pyridin-3-yl)piperidin-1-yl)methyl)nicotinaldehyde